3-(6-(3-(hydroxymethyl)azetidin-1-yl)-1-oxoisoindolin-2-yl)piperidine-2,6-dione OCC1CN(C1)C1=CC=C2CN(C(C2=C1)=O)C1C(NC(CC1)=O)=O